N1-(4-(diphenylamino)phenyl)-N4,N4-diphenylbenzene-1,4-diamine C1(=CC=CC=C1)N(C1=CC=C(C=C1)NC1=CC=C(C=C1)N(C1=CC=CC=C1)C1=CC=CC=C1)C1=CC=CC=C1